[2H]C1=C(C(=C(C(=C1[2H])[2H])C(=O)C2=C(C(=C(C(=C2[2H])[2H])[2H])[2H])[2H])[2H])[2H] benzophenone-d10